magnesium chloroacetate ClCC(=O)[O-].[Mg+2].ClCC(=O)[O-]